FC1=C(C=C(C=C1)OC)C(C)(C)N 2-(2-fluoro-5-methoxyphenyl)propan-2-amine